2-(6-chloro-4-(hydroxymethyl)-1H-pyrrolo[2,3-b]pyridin-1-yl)-N-methylacetamide ClC1=CC(=C2C(=N1)N(C=C2)CC(=O)NC)CO